sulphur isophthalate sodium salt [Na+].C(C1=CC(C(=O)[O-])=CC=C1)(=O)[O-].[S+2]